O(S(=O)(=O)C(F)(F)F)C1=CC(=C2C(=N1)CCC2=O)C(F)(F)F 5-oxo-4-(trifluoromethyl)-6,7-dihydro-5H-cyclopenta[b]pyridine-2-yl triflate